3-[6-[(4-fluorophenyl)methyl]-3-methyl-indolin-3-yl]propionitrile FC1=CC=C(C=C1)CC1=CC=C2C(CNC2=C1)(C)CCC#N